(E)-N'-(6,7-dihydroquinolin-8(5H)-ylidene)-2-(pyridin-2-yl)-2,7-diazaspiro[3.5]nonane-7-thiohydrazide N1=CC=CC=2CCC/C(/C12)=N\NC(=S)N1CCC2(CN(C2)C2=NC=CC=C2)CC1